{2-bromo-6-[4-(tert-butoxycarbonyl)piperazin-1-yl]-5-ethyl-7-oxo-[1,2,4]triazolo[1,5-a]pyrimidin-4-yl}acetic acid BrC1=NN2C(N(C(=C(C2=O)N2CCN(CC2)C(=O)OC(C)(C)C)CC)CC(=O)O)=N1